(4-trifluoromethoxyphenyl)-[2,4'-bithiazole]-2'-amine FC(OC1=CC=C(C=C1)C=1N=C(SC1)C=1N=C(SC1)N)(F)F